BrCCCOC=1C=C(C=CC1)C1=C(C(=CC=C1)COC1=CC(=C(C=O)C=C1Cl)O)C 4-((3'-(3-bromopropoxy)-2-methyl-[1,1'-biphenyl]-3-yl)methoxy)-5-chloro-2-hydroxybenzaldehyde